NCCC1=NN=C(N1C1CC2CCC(C1)N2CC[C@@H](C2=CC=CC=C2)NC(=O)C2CCC(CC2)(F)F)C(C)C N-((S)-3-(3-(3-(2-aminoethyl)-5-isopropyl-4H-1,2,4-triazol-4-yl)-8-azabicyclo[3.2.1]octan-8-yl)-1-phenylpropyl)-4,4-difluorocyclohexane-1-carboxamide